ClC1=C(C#N)C=CC(=C1)N1[C@H](CN([C@@H](C1)C)C(C1=CN=C(C=C1)OCC(OCC)OCC)=O)C 2-chloro-4-((2S,5R)-4-(6-(2,2-diethoxyethoxy)nicotinoyl)-2,5-dimethylpiperazin-1-yl)benzonitrile